FC1(CC(C1)N1C=2C3=C(C(=NN3CCC1=O)C1=NNC=C1)N=C(C2)N2[C@@H](COCC2)C)F (R)-6-(3,3-difluorocyclobutyl)-4-(3-methylmorpholinyl)-2-(1H-pyrazol-3-yl)-8,9-dihydro-1,3,6,9a-tetraazabenzo[cd]azulene-7(6H)-one